OCCC=O 3-Hydroxypropionaldehyde